4-(8-Fluoro-2-(((2R,7aR)-2-fluorotetrahydro-1H-pyrrolizin-7a(5H)-yl)methoxy)-4-(1,4-oxazepan-4-yl)quinazolin-7-yl)naphthalen-2-ol FC=1C(=CC=C2C(=NC(=NC12)OC[C@@]12CCCN2C[C@@H](C1)F)N1CCOCCC1)C1=CC(=CC2=CC=CC=C12)O